barium magnesium [Mg].[Ba]